7-((4-phenoxybenzoyl)-glycyl)-7-azabicyclo[2.2.1]Heptane-1-carboxamide O(C1=CC=CC=C1)C1=CC=C(C(=O)NCC(=O)N2C3(CCC2CC3)C(=O)N)C=C1